2-(2-aminoethoxy)-5-chloro-6-(2H-1,2,3-triazol-2-yl)pyridine NCCOC1=NC(=C(C=C1)Cl)N1N=CC=N1